C(C)N1N=C2C(=C1C(=O)N=C=S)CCC2 2-ethyl-2,4,5,6-tetrahydrocyclopenta[c]pyrazole-3-carbonyl isothiocyanate